4-bromo-N-hydroxy-3-methyl-5-(trifluoromethyl)benzamide BrC1=C(C=C(C(=O)NO)C=C1C(F)(F)F)C